1,2,3,4,6,7,8,9-octahydrodibenzo[b,d]furan C1CCCC=2OC3=C(C21)CCCC3